N1=CC=CC2=CN=CC(=C12)NC=1C(=C(C=CC1)C=1C(=C(C=CC1)C1=CC(=C(C(=C1)OC)C=O)F)C)C 3''-((1,6-naphthyridin-8-yl)amino)-3-fluoro-5-methoxy-2',2''-dimethyl-[1,1':3',1''-terphenyl]-4-carbaldehyde